ClC=1C=C(C=CC1Cl)[C@@H](C)N (R)-1-(3,4-dichlorophenyl)ethylamine